COC1=NC=C(C(=N1)OC)C#CC1=CN=CC=2[C@H]3N(C[C@@H](OC21)C3)C(C(C(F)F)(C)C)=O 1-((2S,5S)-9-((2,4-dimethoxypyrimidin-5-yl)ethynyl)-2,3-dihydro-2,5-methanopyrido[3,4-f][1,4]oxazepin-4(5H)-yl)-3,3-difluoro-2,2-dimethylpropan-1-one